CC1=CC=C(C=C1)CN1C(CCC1=O)CC(=O)N[C@H](C(=O)O)CC1=CC=CC=C1 (2S)-2-[[2-[1-[(4-methylphenyl)methyl]-5-oxopyrrolidin-2-yl]acetyl]amino]-3-phenylpropionic acid